CC1=C(C=C(C=C1)C)C=1C=C2C(=NC1)N(C(N2C)=O)[C@H](CS(=O)(=O)C)C2=NC(=C(C=C2)OC)OCC (S)-6-(2,5-dimethylphenyl)-3-(1-(6-ethoxy-5-methoxypyridin-2-yl)-2-(methylsulfonyl)ethyl)-1-methyl-1H-imidazo[4,5-b]pyridin-2(3H)-one